BrC1=C(C(=CC(=C1)C)C1=CC=CC=C1)N 3-bromo-5-methyl-[1,1-biphenyl]-2-amine